C1CCC12NCCC2 5-azaspiro[3.4]octane